benzyl (2S)-2-(methyl sulfonyloxymethyl)morpholine-4-carboxylate CS(=O)(=O)OC[C@@H]1CN(CCO1)C(=O)OCC1=CC=CC=C1